CC(C(=O)O)CC(CCCCCCCCCCCCCCCC)C 2,4-dimethyleicosanoic acid